COC1=CC=C(CN2C(=NC=3C2=NC=CC3)N[C@@H]3C[C@H](CC3)NC3=CC=C(C=N3)N3C(C=CC=C3)=O)C=C1 6'-(((1S,3S)-3-((3-(4-Methoxybenzyl)-3H-imidazo[4,5-b]pyridin-2-yl)amino)cyclopentyl)amino)-2H-[1,3'-bipyridin]-2-one